acrylic acid-N,N-dimethylacrylamide CN(C(C=C)=O)C.C(C=C)(=O)O